8-(2-bromoacetyl)-2-(5-((5-chloro-4-(3-cyclopropylphenyl)pyrimidin-2-yl)amino)pyridin-3-yl)-2,8-diazaspiro[4.5]decan-1-one BrCC(=O)N1CCC2(CCN(C2=O)C=2C=NC=C(C2)NC2=NC=C(C(=N2)C2=CC(=CC=C2)C2CC2)Cl)CC1